tert-butyl 2-(1'-(3-(2,4-dioxotetrahydropyrimidin-1(2H)-yl)-4-methoxy benzoyl)-[1,4'-bipiperidin]-4-yl)acetate O=C1N(CCC(N1)=O)C=1C=C(C(=O)N2CCC(CC2)N2CCC(CC2)CC(=O)OC(C)(C)C)C=CC1OC